(E)-2-(methylsulfanyl)pyrimidine-5-carbaldehyde CSC1=NC=C(C=N1)C=O